ethyl (2R)-2-(N-Boc-amino)-5-carbonyl-hexanoate C(=O)(OC(C)(C)C)N[C@@H](C(=O)OCC)CCC(C)=C=O